4-((1-(hydroxymethyl)indolin-3-yl)methyl)phenol OCN1CC(C2=CC=CC=C12)CC1=CC=C(C=C1)O